[35S](=O)(=O)([O-])[O-] [35S]-sulphate